benzyl (2-(3-(6,7-difluoro-3-neopentyl-4-oxo-3,4-dihydroquinazolin-2-yl)-1-methylpyrrolidin-2-yl)ethyl)carbamate FC=1C=C2C(N(C(=NC2=CC1F)C1C(N(CC1)C)CCNC(OCC1=CC=CC=C1)=O)CC(C)(C)C)=O